OCCC1=NC=CC2=CC(=CC=C12)C=1OC(=C(N1)N1C=CC=2C=CC=NC2C1=O)C=1C=NC(=CC1)C(F)(F)F 7-{2-[1-(2-hydroxyethyl)-6-isoquinolyl]-5-[6-(trifluoromethyl)-3-pyridyl]-1,3-oxazol-4-yl}-1,7-diaza-8(7H)-naphthalenone